ClC=1C=C(C=CC1C=1N(C2=NC=NC(=C2N1)OC1(CC1)C)CC=1OC(=NN1)C)CC(=O)N 2-(3-chloro-4-(9-((5-methyl-1,3,4-oxadiazol-2-yl)methyl)-6-(1-methylcyclopropoxy)-9H-purin-8-yl)phenyl)acetamide